CS(=O)(=O)C1=C(C(=C(C(=C1)OC)C1=C(C=C(C=C1C(C)C)C(C)C)C(C)C)P(C12CC3CC(CC(C1)C3)C2)C23CC1CC(CC(C2)C1)C3)OC methanesulfonyl-[2-(di-1-adamantylphosphino)-3,6-dimethoxy-2',4',6'-tri-isopropyl-1,1'-biphenyl]